C(C)(C)(C)OC(NCCC1=CC=C(C=C1)NCCN(C)C)=O 4-((2-(dimethylamino)ethyl)amino)phenethylcarbamic acid tert-butyl ester